NC1=NC(N(C=C1)[C@H]1[C@]([C@@H]([C@@](O1)(F)CO[P@](=O)(OC1=CC=CC=C1)N[C@@H](C)C(=O)OC(CC)CC)O)(C)O)=O pentan-3-yl ((S)-(((2S,3S,4R,5R)-5-(4-amino-2-oxopyrimidin-1(2H)-yl)-2-fluoro-3,4-dihydroxy-4-methyltetrahydrofuran-2-yl)methoxy)(phenoxy)phosphoryl)-L-alaninate